F[C@@H]1[C@@H](C1)C(=O)NC=1N=CC2=CC(=NC=C2C1)C=1C=NC(=CC1C)C(CCC)([2H])O (1S,2S)-2-fluoro-N-(7-(6-(1-hydroxybutyl-1-d)-4-methylpyridin-3-yl)-2,6-naphthyridin-3-yl)cyclopropane-1-carboxamide